C[S@@](=O)(=N)C=1C=C(C=CC1)C1=NN2C(=NC=3C=CC=CC3C2=N1)N[C@H]1C(NCCCC1)=O (3R,S)-3-({2-[3-(S-methylsulfonimidoyl)phenyl][1,2,4]triazolo[1,5-c]quinazolin-5-yl}amino)azepan-2-one